N-(5-((5-Cyano-4-(1-methyl-1H-indol-3-yl)pyrimidin-2-yl)amino)-2-((2-(dimethylamino)ethyl)(methyl)amino)-6-(2,2,2-trifluoroethoxy)pyridin-3-yl)acrylamide C(#N)C=1C(=NC(=NC1)NC=1C=C(C(=NC1OCC(F)(F)F)N(C)CCN(C)C)NC(C=C)=O)C1=CN(C2=CC=CC=C12)C